1-((3,3-difluoro-1-methylcyclobutyl)methyl)-4-(difluoromethyl)-3-(1-fluorocyclopropyl)-1H-pyrazole-5-carboxamide FC1(CC(C1)(C)CN1N=C(C(=C1C(=O)N)C(F)F)C1(CC1)F)F